5-(4-cyclopropyl-6-methoxy-pyrimidin-5-yl)-7-[[6-[1-cyclopropyl-4-(trifluoromethyl)imidazol-2-yl]-5-fluoro-3-pyridyl]methoxy]thiazolo[5,4-d]pyrimidine C1(CC1)C1=NC=NC(=C1C=1N=C(C2=C(N1)SC=N2)OCC=2C=NC(=C(C2)F)C=2N(C=C(N2)C(F)(F)F)C2CC2)OC